FC1=C(C=CC(=C1)OC=1SC=C(N1)C(=O)NNC(C(C)C)=O)NC(OC(C)(C)C)=O tert-butyl (2-fluoro-4-((4-(2-isobutyrylhydrazine-1-carbonyl)thiazol-2-yl)oxy)phenyl)carbamate